C(C)(C)(C)OC(=O)NC1(CC1)C1=C(C(=O)O)C=CC=C1 (1-((tert-butoxycarbonyl)amino)cyclopropyl)benzoic acid